FC(COP(=NS(=O)(=O)C)(OCC(F)(F)F)OCC(F)(F)F)(F)F N-[tris(2,2,2-trifluoroethoxy)-λ5-phosphanylidene]methanesulfonamide